N-(3-{4-[5-(cyclopropylethynyl)thiazol-2-yl]-6-oxo-1,6-dihydropyrimidin-2-yl}-4-(trifluoromethyl)benzyl)isobutyramide C1(CC1)C#CC1=CN=C(S1)C=1N=C(NC(C1)=O)C=1C=C(CNC(C(C)C)=O)C=CC1C(F)(F)F